ClC1=CC=C2C(=CC(=NC2=C1Cl)N1CC(N(CC1)C(=O)OC(C)(C)C)C(=O)OC)N1C=NC=C1 1-(tert-butyl) 2-methyl 4-(7,8-dichloro-4-(1H-imidazol-1-yl)quinolin-2-yl)piperazine-1,2-dicarboxylate